N[C@H]1CN(CCC1)C=1C=C(C=CC1)C(C)S(=O)(=O)NC1=CC(=C(C=C1)C1=CC2=C(N=CN=C2N2CCOCC2)N1COCC[Si](C)(C)C)F 1-(3-((R)-3-aminopiperidin-1-yl)phenyl)-N-(3-fluoro-4-(4-morpholino-7-((2-(trimethylsilyl)ethoxy)methyl)-7H-pyrrolo[2,3-d]pyrimidin-6-yl)phenyl)ethane-1-sulfonamide